Cl.CNN=C(N)C=1SC=CC1 N'-methylthiophene-2-carbohydrazonamide hydrochloride